[Si](C1=CC=CC=C1)(C1=CC=CC=C1)(C(C)(C)C)OC1C[C@H]2C([C@H]2C1)C(=O)O (1R,5S,6r)-3-((tert-butyldiphenylsilyl)oxy)bicyclo[3.1.0]hexane-6-carboxylic acid